O[C@H]1C[C@H]2[C@@H]3CCC([C@@]3(C)CC[C@@H]2[C@]2(CC/C(/CC12)=C/CCC(=O)O)C)=O (Z)-4-(6α-hydroxy-17-ketoandrostan-3-ylidene)butanoic acid